CS(=O)(=O)C=1C=CC(=C(N)C1)C#C[Si](C)(C)C 5-(methylsulfonyl)-2-((trimethylsilyl)ethynyl)aniline